COC(C(CCCCCCCCCCCCCC)S(=O)(=O)[O-])=O.[Na+] sodium 1-methoxy-1-oxohexadecane-2-sulphonate